[Si](C)(C)(C(C)(C)C)OC[C@H]1C(N([C@H](C(N1CC1=CC(=CC(=C1)F)F)=O)C)C)=O (3S,6S)-3-(((t-butyldimethylsilyl)oxy)methyl)-4-(3,5-difluorobenzyl)-1,6-dimethylpiperazine-2,5-dione